COCC(=O)CC(C)=O α-methoxyacetylacetone